C(C)N1CC2(CC2)CC(C1)OC=1C=C2COC(C2=CC1)=O 5-((5-ethyl-5-azaspiro[2.5]octan-7-yl)oxy)isobenzofuran-1(3H)-one